2-methyl-1H-benzo[d]imidazole-7-carboxylic acid CC1=NC2=C(N1)C(=CC=C2)C(=O)O